2-amino-N-((S)-2-oxo-1-phenylazetidin-3-yl)-4-phenylbutylamine NC(CN[C@@H]1C(N(C1)C1=CC=CC=C1)=O)CCC1=CC=CC=C1